C(C)OC(C(CC1=CC=C(C=C1)C=1N(C=C(N1)C(F)(F)F)C)C1=NC(=NC=C1C(OC)OC)C=1C(=NC=NC1OC)C1CC1)=O 2-(4'-cyclopropyl-5-(dimethoxymethyl)-6'-methoxy-[2,5'-bipyrimidin]-4-yl)-3-(4-(1-Methyl-4-(trifluoromethyl)-1H-imidazol-2-yl)phenyl)propionic acid ethyl ester